P(O)(=O)(OP(=O)(O)OP(=O)(O)O)OC([C@@H]1[C@H]([C@H]([C@@H](O1)N1C(=O)N=C(N)C=C1)O)O)C 5'-methylcytidine-5'-triphosphate